3-(5-((2-(4-isopropoxypiperidin-1-yl)cyclopentyl)oxy)-1-oxoisoindolin-2-yl)piperidine-2,6-dione C(C)(C)OC1CCN(CC1)C1C(CCC1)OC=1C=C2CN(C(C2=CC1)=O)C1C(NC(CC1)=O)=O